ethyl 3-(3-bromophenyl)-4,4,4-trifluorobutenoate BrC=1C=C(C=CC1)C(=CC(=O)OCC)C(F)(F)F